BrC=1C=CC(=C(C1)C1=C(C=C(C=C1)C(C(F)(F)F)NC(C(=O)[O-])CC(C)(C)F)F)OCOC ((1-(5'-bromo-2-fluoro-2'-(methoxymethoxy)-[1,1'-biphenyl]-4-yl)-2,2,2-trifluoroethyl) amino)-4-fluoro-4-methylpentanoate